C(C1=CC=CC=C1)OC1=CC(=C(C=C1)C=1N=C(N(C1)C)C=O)F (4-(benzyloxy)-2-fluorophenyl)-1-methyl-1H-imidazole-2-carbaldehyde